(S)-N-(2-chloro-6-fluorophenyl)-5-fluoro-4-(5-hydroxypyrazin-2-yl)-2-((1,1,1-trifluoropropan-2-yl)oxy)benzamide ClC1=C(C(=CC=C1)F)NC(C1=C(C=C(C(=C1)F)C1=NC=C(N=C1)O)O[C@H](C(F)(F)F)C)=O